O1CC(CC1)C(C)=O 1-(Tetrahydrofuran-3-yl)ethan-1-one